C(C)N1CCC2(CC[C@@H]2C(=O)N[C@@H](CCCCCC(CC)=O)C=2NC(=CN2)C=2C(=NC3=CC=CC=C3C2)OC)CC1 (S)-7-ethyl-N-((S)-1-(5-(2-methoxyquinolin-3-yl)-1H-imidazol-2-yl)-7-oxononyl)-7-azaspiro[3.5]nonane-1-carboxamide